(3-((4'-(morpholinomethyl)-[1,1'-biphenyl]-4-yl)methyl)-1,2,3-oxadiazol-3-ium-5-yl)((3-(trifluoromethyl)phenyl)carbamoyl)amide O1CCN(CC1)CC1=CC=C(C=C1)C1=CC=C(C=C1)C[N+]1=NOC(=C1)[N-]C(NC1=CC(=CC=C1)C(F)(F)F)=O